O[C@]1(C(NC2=CC=CC=C12)=O)C (R)-(+)-3-hydroxy-3-methylindoline-2-one